4-(3-(3-fluoro-2-methoxyphenyl)pyrazolo[1,5-a]pyrimidin-5-yl)piperazine-1-carboxylic acid isopropyl ester C(C)(C)OC(=O)N1CCN(CC1)C1=NC=2N(C=C1)N=CC2C2=C(C(=CC=C2)F)OC